BrC=1C=C(C2=C(N=C(O2)C)C1)C 5-bromo-2,7-dimethylbenzo[d]oxazole